methyl (S)-1-((tetrahydrofuran-2-yl)methyl)-1H-indazole-3-carboxylate O1[C@@H](CCC1)CN1N=C(C2=CC=CC=C12)C(=O)OC